5-methoxy-1H-1,2,3-triazole-4-carboxylic acid COC1=C(N=NN1)C(=O)O